ClC1=CC2=C(C=N1)C(=NN2C=2C(=CC1=C(SCCN1)C2)OC)C(=O)O 6-Chloro-1-(6-methoxy-3,4-dihydro-benzo[b][1,4]thiazin-7-yl)-1H-pyrazolo[4,3-c]pyridine-3-carboxylic acid